ClC=1C=CC2=C(C(CC(O2)C(=O)NC23CCC(CC2)(CC3)NC(COC3=CC(=C(C=C3)Cl)F)=O)=O)C1 6-chloro-N-{4-[2-(4-chloro-3-fluorophenoxy)acetamido]bicyclo[2.2.2]octan-1-yl}-4-oxo-3,4-dihydro-2H-1-benzopyran-2-carboxamide